6-(1-isopropyl-1H-pyrazol-4-yl)-N-(6-(4-isopropyl-4H-1,2,4-triazol-3-yl)pyridin-2-yl)-1-methyl-1H-indole-3-carboxamide C(C)(C)N1N=CC(=C1)C1=CC=C2C(=CN(C2=C1)C)C(=O)NC1=NC(=CC=C1)C1=NN=CN1C(C)C